C(C)C1CN(CC1)C(=O)[O-] 3-ethyl-pyrrolidine-1-carboxylate